C(CCCCCCCCCCC)(=O)OCCCCNC(CCC(C(=O)NCCCCOC(CCCCCCCCCCC)=O)NC(CCC(=O)NCCCCN=[N+]=[N-])=O)=O 4-[[4-[[4-(4-azidobutylamino)-4-oxo-butanoyl]amino]-5-(4-dodecanoyloxybutylamino)-5-oxo-pentanoyl]amino]butyl dodecanoate